(R)-4-(4-(3-Amino-6-(2-hydroxyphenyl)pyridazin-4-yl)morpholin-2-yl)-3-methylbenzoic acid NC=1N=NC(=CC1N1C[C@H](OCC1)C1=C(C=C(C(=O)O)C=C1)C)C1=C(C=CC=C1)O